(S)-N-(2,3-dihydro-1H-inden-5-yl)-3-(3-fluoro-4-methylphenyl)-3-(1,2,4-thiadiazol-5-yl)pyrrolidine-1-carboxamide C1CCC2=CC(=CC=C12)NC(=O)N1C[C@@](CC1)(C1=NC=NS1)C1=CC(=C(C=C1)C)F